BrC1CC2(C3=C(C=CC(=C13)OC1=CC(=CC(=C1)F)F)SC(F)(F)F)OCCO2 3'-bromo-4'-(3,5-difluorophenoxy)-7'-(trifluoromethylsulfanyl)spiro[1,3-dioxolane-2,1'-indane]